ClC=1C=C(C=CC1F)N(C(=O)C1CC(=NN1C1=NC(=CC(=C1)C(F)(F)F)C)C(=O)N1CCN(CC1)CCO)C N-(3-chloro-4-fluorophenyl)-3-(4-(2-hydroxyethyl)piperazine-1-carbonyl)-N-methyl-1-(6-methyl-4-(trifluoromethyl)pyridin-2-yl)-4,5-dihydro-1H-pyrazole-5-carboxamide